C(C)OC(CC1=C(C=C(C=C1)CC)OC)=O.C(C)(C)OC(OC(C)C)[SiH2]C1=CC(=CC=C1)C(=C)C diisopropyloxymethyl-(3-isopropenylphenyl)silane ethyl-2-(4-ethyl-2-methoxyphenyl)acetate